5'-O-(4,4'-dimethoxytrityl)-N6-(but-3-yn-1-yl)-N6-acetyl-2'-deoxyadenosine COC1=CC=C(C(C2=CC=C(C=C2)OC)(C2=CC=CC=C2)OC[C@@H]2[C@H](C[C@@H](O2)N2C=NC=3C(N(C(C)=O)CCC#C)=NC=NC23)O)C=C1